C1(=CC=CC=C1)C[Hf]CC1=CC=CC=C1 bis(phenylmethyl)hafnium